tert-Butyl (R)-3-(((S)-1-(5-(((S)-1,1-dimethyl-2,3-dihydro-1H-inden-2-yl)amino)pyridin-2-yl)-2,2,2-trifluoroethyl)(methyl)carbamoyl)pyrrolidine-1-carboxylate CC1([C@H](CC2=CC=CC=C12)NC=1C=CC(=NC1)[C@@H](C(F)(F)F)N(C(=O)[C@H]1CN(CC1)C(=O)OC(C)(C)C)C)C